ClC1=NC=CC(=N1)NC1=CC(=NO1)C1=CC=C(C=C1)OC(F)F N-(2-Chloropyrimidin-4-yl)-3-(4-(difluoromethoxy)phenyl)isoxazol-5-amine